COC(=O)C1=NC2=C(C=C(C(=C2C(=C1)C(=O)OC)[N+](=O)[O-])CC(=O)C(=O)OC)F 6-(2-methoxycarbonyl-2-oxo-ethyl)-5-nitro-8-fluoroquinoline-2,4-dicarboxylic acid dimethyl ester